ClC1=C2C(C(NC2=C(C=C1)Cl)=O)(O)CC(=O)C1=CC(=C(C=C1)C1CC1)F 4,7-Dichloro-3-(2-(4-cyclopropyl-3-fluorophenyl)-2-oxoethyl)-3-hydroxyindolin-2-one